3-(1-acryloyl-2,5-dihydro-1H-pyrrol-3-yl)-N-(1-cyanocyclopropyl)-8-(4-isobutyrylpiperazin-1-yl)imidazo[1,2-a]pyridine-6-sulfonamide C(C=C)(=O)N1CC(=CC1)C1=CN=C2N1C=C(C=C2N2CCN(CC2)C(C(C)C)=O)S(=O)(=O)NC2(CC2)C#N